CC(CC(C(=O)O)C1=CNC2=CC=CC=C12)CCC α-(2-methyl-1-pentyl)-3-indoleacetic acid